C(#N)[C@H](C[C@@H]1C(NCC1)=O)NC(=O)[C@@H]1N([C@@H]2CC([C@H]1CC2)(F)F)C(=O)C=2C=CC=C1C=C(NC21)C (1S,3R,4S)-N-((S)-1-cyano-2-((R)-2-oxopyrrolidin-3-yl)ethyl)-5,5-difluoro-2-(2-methyl-1H-indole-7-carbonyl)-2-azabicyclo[2.2.2]octane-3-carboxamide